BrC=1C=CC2=C(C(=NO2)NS(=O)(=O)C2=C(C=CC(=C2)CC)OC)C1 N-(5-Bromobenzo[d]isoxazol-3-yl)-5-ethyl-2-methoxybenzenesulfonamide